C(C1=CC=CC=C1)N1C[C@H](C[C@H](C1)O[Si](C)(C)C(C)(C)C)NC1=NC=C(C(=N1)C1=CNC2=CC=CC=C12)C(F)(F)F N-[(3S,5R)-1-benzyl-5-[tert-butyl(dimethyl)silyl]oxy-3-piperidyl]-4-(1H-indol-3-yl)-5-(trifluoromethyl)pyrimidin-2-amine